C1(=CC=CC=C1)[S+](C1=CC(=CC=C1)Cl)C1=CC=CC=C1 diphenyl-(m-chlorophenyl)sulfonium